NC1=NC(=C(C=2N1N=C(N2)C(C2=CC=CC=C2)=O)C2=NC=NC=C2)C=2C=C(C#N)C=CC2 3-(5-amino-2-benzoyl-8-(pyrimidin-4-yl)-[1,2,4]triazolo[1,5-c]pyrimidin-7-yl)benzonitrile